C(C1=CC=CC=C1)OC1=NC(=CC=C1N1C(C2=CC=CC(=C2C1)N[C@@H]1CC[C@@H](OC1)CNC(OCC1=CC=CC=C1)=O)=O)OCC1=CC=CC=C1 benzyl N-{[(2R,5R)-5-({2-[2,6-bis(benzyloxy)pyridin-3-yl]-1-oxo-3H-isoindol-4-yl}amino)oxan-2-yl]methyl}carbamate